rel-(R)-1-(4'-cyclopropyl-6-((4-(1-cyclopropyl-4-(trifluoromethyl)-1H-imidazol-2-yl)benzyl)oxy)-6'-methoxy-[2,5'-bipyrimidin]-4-yl)ethanol C1(CC1)C1=NC=NC(=C1C1=NC(=CC(=N1)[C@@H](C)O)OCC1=CC=C(C=C1)C=1N(C=C(N1)C(F)(F)F)C1CC1)OC |o1:15|